N-(2-(2-(2-(2-azidoethoxy)ethoxy)ethoxy)ethyl)-7-(methylamino)-2-oxo-2H-chromene-3-carboxamide N(=[N+]=[N-])CCOCCOCCOCCNC(=O)C=1C(OC2=CC(=CC=C2C1)NC)=O